BrC1=CC=C(O1)C=1N=CN(C1)COCC[Si](C)(C)C 4-(5-Bromofuran-2-yl)-1-(2-trimethylsilylethoxymethyl)-1H-imidazole